rac-(R)-methanesulfonic acid tetrahydro-2H-pyran-3-yl ester O1C[C@@H](CCC1)OS(=O)(=O)C |r|